propyl α-methyldiethoxysilylpropionate C[Si](C(C(=O)OCCC)C)(OCC)OCC